2-fluoro-4-((3-(4-(((3S,4R)-3-fluoro-1-methylpiperidin-4-yl)amino)-1-(2,2,2-trifluoroethyl)-1H-indol-2-yl)prop-2-yn-1-yl)amino)-5-methoxy-N-methylbenzamide FC1=C(C(=O)NC)C=C(C(=C1)NCC#CC=1N(C2=CC=CC(=C2C1)N[C@H]1[C@H](CN(CC1)C)F)CC(F)(F)F)OC